The molecule is the monoiodotyrosine that is L-tyrosine carrying an iodo-substituent at position C-3 of the benzyl group. It has a role as a human metabolite, an EC 1.14.16.2 (tyrosine 3-monooxygenase) inhibitor and a mouse metabolite. It is a L-tyrosine derivative, a non-proteinogenic L-alpha-amino acid and a monoiodotyrosine. It is a tautomer of a 3-iodo-L-tyrosine zwitterion. C1=CC(=C(C=C1C[C@@H](C(=O)O)N)I)O